(4S)-1-methyl-4-prop-1-en-2-ylcyclohex-1-ene CC1=CC[C@H](CC1)C(=C)C